C(C=C)OC(=O)NC(C(=O)O)C 2-{[(prop-2-en-1-yloxy)carbonyl]amino}propanoic acid